C(CCCCCCC)(=O)OCCCCCCCCCCCCCCCCCC=O ketostearyl octanoate